ClC=1C=C(C=NC1OC1=CC=NC2=CC(=C(C=C12)C(NC)=O)OCC(C)O)NC(=O)C1(CC1)C(=O)NC1=CC=C(C=C1)F 1-N'-[5-chloro-6-[7-(2-hydroxypropoxy)-6-(methylcarbamoyl)-quinolin-4-yl]oxypyridin-3-yl]-1-N-(4-fluorophenyl)cyclopropane-1,1-dicarboxamide